Cl.C[C@@H]1CN(C[C@H](N1)C)C1=NC2=CC=C(C=C2N=C1)F 2-((3R,5R)-3,5-dimethylpiperazin-1-yl)-6-fluoroquinoxaline hydrochloride